2,2-Bis(3-methyl-4-hydroxyphenyl)propan CC=1C=C(C=CC1O)C(C)(C)C1=CC(=C(C=C1)O)C